CN1C(=NN=C1)C1(CC(C1)CC#N)C1=CC(=CC=C1)N1C(C2=CC(=CC(=C2C1)C(F)(F)F)CNC1(CCC1)C)=O 2-((1s,3s)-3-(4-methyl-4H-1,2,4-triazol-3-yl)-3-(3-(6-(((1-methylcyclobutyl)amino)methyl)-1-oxo-4-(trifluoromethyl)isoindolin-2-yl)phenyl)-cyclobutyl)acetonitrile